N'-(3-fluoro-2-hydroxy-5-((4-(pyrrolidin-1-yl)phenyl)ethynyl)benzylidene)acetohydrazide FC=1C(=C(C=NNC(C)=O)C=C(C1)C#CC1=CC=C(C=C1)N1CCCC1)O